C(C)(C)(C)OC(=O)N1C[C@H](CC1)[C@@H](C(=O)OC(C)(C)C)CC=1C=NC=C(C1)C=O (3R)-3-[(2S)-1-(tert-butoxy)-3-(5-formylpyridin-3-yl)-1-oxopropane-2-yl]pyrrolidine-1-carboxylic acid tert-butyl ester